1-α-galactosyl-phytosphingosine [C@H]1([C@H](O)[C@@H](O)[C@@H](O)[C@H](O1)CO)C(O)[C@H](N)[C@H](O)[C@H](O)CCCCCCCCCCCCCC